2,2'-Dibromo-4,4'-di-t-butylbiphenyl BrC1=C(C=CC(=C1)C(C)(C)C)C1=C(C=C(C=C1)C(C)(C)C)Br